FC1=C(C=C(C(=C1)F)F)C1C(CNC1)N 4-(2,4,5-TRIFLUOROPHENYL)PYRROLIDIN-3-AMINE